4-methyl-N-(2-phenyl-2-(2,4,6-trimethoxyphenyl)ethyl)benzenesulfonamide CC1=CC=C(C=C1)S(=O)(=O)NCC(C1=C(C=C(C=C1OC)OC)OC)C1=CC=CC=C1